3-nitroimidazole [N+](=O)([O-])N1C=NC=C1